tert-butyl (2S,4S)-4-(7-bromo-8-chloro-6-fluoro-4-((S)-1-((S)-1-methylpyrrolidin-2-yl)ethoxy)-2-oxo-2,3-dihydro-1H-imidazo[4,5-c]quinolin-1-yl)-2-(cyanomethyl)piperidine-1-carboxylate BrC=1C(=CC=2C3=C(C(=NC2C1F)O[C@@H](C)[C@H]1N(CCC1)C)NC(N3[C@@H]3C[C@H](N(CC3)C(=O)OC(C)(C)C)CC#N)=O)Cl